ClC=1C(N(C(=CC1OCC1=NC(=CC=C1)F)C)C1=CC(=NC=C1C)C1=NC(=NC=C1)C(C)(C)O)=O (P)-3-chloro-4-((6-fluoropyridin-2-yl)methoxy)-2'-(2-(2-hydroxypropan-2-yl)pyrimidin-4-yl)-5',6-dimethyl-2H-[1,4'-bipyridin]-2-one